C(C)(C)(C)OC(=O)N1[C@@H](CN([C@H](C1)C)C=1C2=C(N=CN1)N(C=C2Br)C2=NC=CC(=C2)Cl)C.C(C)(C)C=2SC=C(N2)C 2-isopropyl-4-methylthiazole tert-Butyl-(2R,5S)-4-(5-bromo-7-(4-chloropyridin-2-yl)-7H-pyrrolo[2,3-d]pyrimidin-4-yl)-2,5-dimethylpiperazine-1-carboxylate